C12(CCC(CC1)C2)C(=O)N2C[C@H]1OC3=C([C@@H]2C1)C=C(C=C3)F (bicyclo[2.2.1]heptan-1-yl)[(2S,5S)-7-fluoro-2,3-dihydro-2,5-methano-1,4-benzoxazepin-4(5H)-yl]methanone